6-(2-fluoro-5-isopropylphenyl)-8-((5-(4-hydroxypiperidin-1-yl)pyridin-2-yl)amino)isoquinolin-1(2H)-one FC1=C(C=C(C=C1)C(C)C)C=1C=C2C=CNC(C2=C(C1)NC1=NC=C(C=C1)N1CCC(CC1)O)=O